6-chloro-3-{1-[4-((2R,4R)-2-hydroxymethyl-4-methoxy-pyrrolidine-1-carbonyl)-phenyl]-1H-[1,2,3]triazol-4-yl}-1H-quinolin-2-one ClC=1C=C2C=C(C(NC2=CC1)=O)C=1N=NN(C1)C1=CC=C(C=C1)C(=O)N1[C@H](C[C@H](C1)OC)CO